N-(3-chloro-5-(methylsulfonamido)phenyl)-5-(5-fluoropyridin-2-yl)-1-(methylsulfonyl)-1H-pyrrole-3-carboxamide ClC=1C=C(C=C(C1)NS(=O)(=O)C)NC(=O)C1=CN(C(=C1)C1=NC=C(C=C1)F)S(=O)(=O)C